C1(=CC=CC=C1)P(C1=CC=C(C=C1)N(C)C)C1=CC=CC=C1 diphenyl[4-(N,N-dimethylamino)phenyl]phosphine